NC1=C(C=C(C=N1)C1=CC=C(C(=O)O)C=C1)OC(C)C1=C(C=CC=C1Cl)Cl 4-{6-amino-5-[1-(2,6-dichloro-phenyl)-ethoxy]-pyridin-3-yl}-benzoic acid